FC(C1=CC=C(C=N1)C1=CC=CC=2[C@@H](CCOC21)CN)(F)F 1-[(4R)-8-[6-(trifluoromethyl)pyridin-3-yl]-3,4-dihydro-2H-1-benzopyran-4-yl]methanamine